ClC=1C=C(NC2(CCC3(C(CC4=CC=CC=C34)CCCOC)CC2)C(=O)O)C=CC1 (1r,4r)-4-(3-chloroanilino)-2'-(3-methoxypropyl)-2',3'-dihydrospiro[cyclohexane-1,1'-indene]-4-carboxylic acid